NC1=NC=NN2C1=NC=C2C=2C=C(C=CC2C)S(=O)(=O)N2C[C@H](CC2)O (S)-1-((3-(4-Aminoimidazo[2,1-f][1,2,4]triazin-7-yl)-4-methylphenyl)sulfonyl)pyrrolidin-3-ol